ClC1=CC=2C=C3N(CCN(C3)S(=O)(=O)CCOCC3NCC3)C2N=C1 2-((2-((3-chloro-8,9-dihydropyrido[3',2':4,5]pyrrolo[1,2-a]pyrazin-7(6H)-yl)sulfonyl)ethoxy)methyl)azetidin